2-oxotetrahydrofuran-3-yl methacrylate (2-oxotetrahydrofuran-3-yl methacrylate) O=C1OCCC1C=C(C(=O)O)C.C(C(=C)C)(=O)OC1C(OCC1)=O